(4-(8-(5-cyclopropyl-2-ethoxy-4-(5-fluoropyridin-2-yl)benzyl)-2-oxo-1-oxa-3,8-diazaspiro[4.5]decan-3-yl)phenyl)phosphonic acid C1(CC1)C=1C(=CC(=C(CN2CCC3(CN(C(O3)=O)C3=CC=C(C=C3)P(O)(O)=O)CC2)C1)OCC)C1=NC=C(C=C1)F